m-terphenyl-3,4,3',4'-tetracarboxylic acid C1(=CC(=C(C=C1)C(=O)O)C(=O)O)C=1CC(C(=CC1)C(=O)O)(C1=CC=CC=C1)C(=O)O